CC(CCC(C(=O)O)C(C)C)C.C(CC(C)C)(=O)OCCC(C)C Isopentyl Isovalerate (3-methylbutyl 3-methylbutanoate)